OC1CCCC1 (1R,2S)-2-hydroxycyclopentane